N-(4-morpholinopyridin-2-yl)-6-(4H-1,2,4-triazol-4-yl)benzo[d]thiazol-2-amine O1CCN(CC1)C1=CC(=NC=C1)NC=1SC2=C(N1)C=CC(=C2)N2C=NN=C2